(2S,4R)-4-fluoro-N-phenethylpyrrolidine-2-carboxamide hydrochloride Cl.F[C@@H]1C[C@H](NC1)C(=O)NCCC1=CC=CC=C1